C(C1=CC=CC=C1)OC=1C(=CC(=C(C(=O)O)C1)[N+](=O)[O-])F 5-(benzyloxy)-4-fluoro-2-nitrobenzoic acid